ClC=1C=C(C=C(C1)F)[C@H]1[C@@H](CN(C1)CCOC)NC(=O)NC=1N(NC(C1C)=O)C1=CC=CC=C1 1-((3s,4r)-4-(3-chloro-5-fluorophenyl)-1-(2-methoxyethyl)pyrrolidin-3-yl)-3-(4-methyl-5-oxo-2-phenyl-2,5-dihydro-1H-pyrazol-3-yl)urea